(R)-N-(1-cyanopyrrolidin-3-yl)-3-(4-methoxyphenyl)azetidine-1-carboxamide C(#N)N1C[C@@H](CC1)NC(=O)N1CC(C1)C1=CC=C(C=C1)OC